5-[8-(1,5-dimethyl-6-oxo-7,8-dihydro-4H-pyrazolo[4,3-c]azepin-3-yl)-3-isoquinolinyl]-N-methyl-pyridine-2-carboxamide CN1N=C(C=2CN(C(CCC21)=O)C)C=2C=CC=C1C=C(N=CC21)C=2C=CC(=NC2)C(=O)NC